6-Phenyl-[1,3]dioxolo[4,5-g]quinolin-8(5H)-one C1(=CC=CC=C1)C=1NC=2C=C3C(=CC2C(C1)=O)OCO3